AminopiperidineSulfonamide NC1N(CCCC1)S(=O)(=O)N